ClC=1C=C(C#N)C=CC1N1CCN(CC1)CC1=CC=C(C=C1)CNC1=C2C(N(C=NC2=CC=C1)C1C(NC(CC1)=O)=O)=O 3-chloro-4-(4-(4-(((3-(2,6-dioxopiperidin-3-yl)-4-oxo-3,4-dihydroquinazolin-5-yl)amino)methyl)benzyl)piperazin-1-yl)benzonitrile